NC=1C=2N(C(=C(N1)C1=CC(=CC=C1)C#N)Br)N=C(C2)C(=O)NCC 4-amino-7-bromo-6-(3-cyanophenyl)-N-ethylpyrazolo[1,5-a]pyrazine-2-carboxamide